[Ni].[Zn].[Ni] Nickel-Zinc-Nickel